FC1=C(N)C=C(C(=C1)C1=CC=NN1C)F 2,5-difluoro-4-(1-methyl-1H-pyrazol-5-yl)aniline